2-(2-amino-6-((4-aminophenyl)amino)-8-(pyridin-3-yl)-9H-purin-9-yl)-N-(1-ethyl-3-methyl-1H-pyrazol-5-yl)acetamide NC1=NC(=C2N=C(N(C2=N1)CC(=O)NC1=CC(=NN1CC)C)C=1C=NC=CC1)NC1=CC=C(C=C1)N